2-(4-fluoro-2,6-dipropylphenyl)acetic acid FC1=CC(=C(C(=C1)CCC)CC(=O)O)CCC